FC(C1=NN(C=C1C(=O)N)C)F 3-(difluoromethyl)-1-methyl-pyrazol-4-carboxamide